bis[2,2,2-tris(hydroxymethyl)ethyl]ether OCC(COCC(CO)(CO)CO)(CO)CO